ClC(C(F)(F)F)Cl chlorotrifluoro-chloroethane